1,3-THIAZOL-4-ONE S1C=NC(C1)=O